C(C)(=O)OCC[C@@H]1[C@@H]([C@H](CC1)O[Si](C)(C)C(C)(C)C)/C=C/C(CCC(=O)OC)O[Si](C)(C)C(C)(C)C (E)-methyl 6-((1R,2R,5S)-2-(2-acetoxyethyl)-5-((tert-butyldimethylsilyl)oxy)cyclopentyl)-4-((tert-butyldimethylsilyl)oxy)hex-5-enoate